N1(CCNCC1)C=1C=CC(=C2C=NC(=NC12)C(=O)O)OC1CCNCC1 8-(piperazin-1-yl)-5-(piperidin-4-yloxy)quinazoline-2-carboxylic acid